C(CCCCCCC)C(C(=O)OCCCCCCCN(CCCCCCCC(=O)OCCCCCCCCC)CCO)CCCCCCCC 7-[(2-Hydroxyethyl)[8-(nonyloxy)-8-oxooctyl]amino]heptyl 2-octyldecanoate